6-(5-(tert-butoxycarbonyl)-2-fluorophenyl)-3-methoxypyrazine-2-carboxylic acid C(C)(C)(C)OC(=O)C=1C=CC(=C(C1)C1=CN=C(C(=N1)C(=O)O)OC)F